3-(1H-indol-4-yl)-6,7-dihydro-1,4-oxazepine-4(5H)-carbaldehyde N1C=CC2=C(C=CC=C12)C1=COCCCN1C=O